BrC1=CC=C(C=C1)SC=1C(=NC2=CC=CC=C2N1)C(=O)N 3-((4-bromophenyl)thio)quinoxaline-2-carboxamide